N-(3-chloropyridin-4-yl)-5-fluoro-4-(3-oxo-5,6,7,8-tetrahydro[1,2,4]triazolo[4,3-a]pyridin-2(3H)-yl)-2-[(2S)-pent-2-yloxy]benzamide ClC=1C=NC=CC1NC(C1=C(C=C(C(=C1)F)N1N=C2N(CCCC2)C1=O)O[C@@H](C)CCC)=O